BrC1=CN=C(S1)N(C)C1=NC(=NC2=CC(=CC=C12)Cl)Cl 5-bromo-N-(2,7-dichloroquinazolin-4-yl)-N-methylthiazol-2-amine